(S)-3-((9-ethyl-2-(((3S*,4R*)-1,1,1-trifluoro-4-hydroxypentan-3-yl)-amino)-9H-purin-6-yl)amino)-N-methylpyrrolidine-1-sulfonamide C(C)N1C2=NC(=NC(=C2N=C1)N[C@@H]1CN(CC1)S(=O)(=O)NC)N[C@@H](CC(F)(F)F)[C@@H](C)O |o1:23,29|